N-(4-(4-(4-(Aminomethyl)-2,6-difluorophenoxy)-1H-pyrrolo[2,3-b]pyridin-3-yl)pyridin-2-yl)cyclopropancarboxamid NCC1=CC(=C(OC2=C3C(=NC=C2)NC=C3C3=CC(=NC=C3)NC(=O)C3CC3)C(=C1)F)F